FC1=CC=C(C=C1)C=1N=CN(C1C1=CC=NC=C1)C(C(=O)N1CCNCC1)C 2-[4-(4-fluorophenyl)-5-(pyridin-4-yl)-1H-imidazol-1-yl]-1-(piperazin-1-yl)propan-1-one